Cl.Cl.NC[C@@H]1NCCC2=CC=CC=C12 (1R)-(-)-1-aminomethyl-1,2,3,4-tetrahydroisoquinoline dihydrochloride